(S)-3-cyclopropyl-2-((S)-N-methyl-2-(2,2,2-trifluoroacetamido)propanamido)propanoic acid C1(CC1)C[C@@H](C(=O)O)N(C([C@H](C)NC(C(F)(F)F)=O)=O)C